7-((3R,5S)-1-acryloyl-5-methylpyrrolidin-3-yl)-4-amino-6-(cyclopropylethynyl)-N-(2-phenylpropan-2-yl)-7H-pyrrolo[2,3-d]pyrimidine-5-carboxamide C(C=C)(=O)N1C[C@@H](C[C@@H]1C)N1C(=C(C2=C1N=CN=C2N)C(=O)NC(C)(C)C2=CC=CC=C2)C#CC2CC2